P(OS(=O)(=O)C)([O-])=O mesyl phosphonate